N-(((3S,3aS)-6,8-difluoro-7-(6-(2-methyl-2H-tetrazol-5-yl)pyridin-3-yl)-1-oxo-3,3a-dihydro-1H,9H-benzo[e]oxazolo[4,3-b][1,3]oxazin-3-yl)methyl)acetamide FC1=CC2=C(CN3[C@@H](O2)[C@@H](OC3=O)CNC(C)=O)C(=C1C=1C=NC(=CC1)C=1N=NN(N1)C)F